C1(=CC=C(C=C1)C(COC)(C)O)C(COC)(C)O 2,2'-(1,4-phenylene)bis(1-methoxypropan-2-ol)